[S].CCCCCCCCCC decane Sulfur